C(C)(C)N1C=CC2=CC(=CC=C12)C1=NOC(=N1)C1=C(C=CC=C1)C(F)(F)F 3-(1-isopropyl-1H-indol-5-yl)-5-(2-(trifluoromethyl)phenyl)-1,2,4-oxadiazole